C1=CC=CC=2C3=CC=CC=C3C(C12)COC(=O)N[C@@H](CC(=O)OC(C)(C)C)C(=O)NCN1C(N(C=CC1=O)C1=C(C=CC(=C1)I)OC)=O tert-Butyl (S)-3-((((9H-fluoren-9-yl)methoxy)carbonyl)amino)-4-(((3-(5-iodo-2-methoxyphenyl)-2,6-dioxo-3,6-dihydropyrimidin-1(2H)-yl)methyl)amino)-4-oxobutanoate